CC(C#N)(C)C1=CC=CC=C1 2-methyl-2-phenylpropanenitrile